ClC1=CC=CC2=C1NC[C@@H]1[C@@H](C(N2C)=O)N(C(C1)=O)C1=NC(=CC(=C1)C(F)(F)F)C (3aR,11aS)-6-chloro-10-methyl-1-(6-methyl-4-(trifluoromethyl)pyridin-2-yl)-1,3a,4,5,10,11a-hexahydro-2H-benzo[b]pyrrolo[2,3-f][1,4]diazocine-2,11(3H)-dione